C(C)(C)(C)OC(=O)N[C@@H](CCCNC(N)=N)C(=O)N([C@@H](CCCCN)C(=O)C=1C=C2C=CC=C(C2=CC1)CCC(=O)N([C@@H](CC(C)C)C(=O)N[C@@H](C(C)C)C(=O)O)N)C(CCCCCCC\C=C/CCCCCCCC)=O 6-(N2-(tert-Butoxycarbonyl-L-arginyl)-N2-oleoyl-lysyl)-amino-3-(1-naphthyl)-propionyl-leucyl-valine